ClC=1C=C2C3=C(N(C2=C(C1)C=1C=NN(C1)CC(C)C)CC(F)(F)F)C=NC=C3 6-Chloro-8-(1-isobutyl-1H-pyrazol-4-yl)-9-(2,2,2-trifluoro-ethyl)-9H-pyrido[3,4-b]indole